CC1(CC(=CC=C1OC#N)CC=1CC(C(=CC1)OC#N)(C)C)C bis(3,3-dimethyl-4-cyanatophenyl)methane